5-fluoro-3,4-dihydro-2H-isoquinolin-1-one FC1=C2CCNC(C2=CC=C1)=O